NC=1C=C2C(=C(C=NC2=CC1OCC)C#N)NC1=CC(=C(C=C1)OCC1=NC(=CC=C1)C(C)C)Cl 6-amino-4-((3-chloro-4-((6-isopropylpyridin-2-yl)methoxy)phenyl)amino)-7-ethoxyquinoline-3-carbonitrile